(2S)-1,4-dioxane O1CCOCC1